C1(CC(C(=CC1)C(C)(C)O)O)C p-menthene-3,8-diol